((1R)-3-methyl-1-(2-methyl-3-oxo-3-(((tetrahydrofuran-2-yl)methyl)amino)propanamido)butyl)boronic acid CC(C[C@H](NC(C(C(NCC1OCCC1)=O)C)=O)B(O)O)C